C(=O)CCCCCCCCCCC(=O)OC methyl 11-formylundecanoate